7-(hydroxyimino)-3-methyl-6-({[(1s,4s)-4-(prop-1-yn-1-yl)cyclohexyl]oxy}methyl)-6,7,8,9-tetrahydro-4H-quinolizin-4-one ON=C1C(N2C(C(=CC=C2CC1)C)=O)COC1CCC(CC1)C#CC